N1CC(C1)NC(=O)C=1N=C(SC1)C=1C=NN(C1)C1=CC=CC=C1 N-(azetidin-3-yl)-2-(1-phenyl-1H-pyrazol-4-yl)-1,3-thiazole-4-carboxamide